ClC=1C=C(C=NC1)C=1C=NC(=CC1)NC(C(C)(C)C=1N=C(SC1)NS(=O)(=O)C1CC1)=O N-(5'-chloro-[3,3'-bipyridin]-6-yl)-2-(2-(cyclopropanesulfonylamino)thiazol-4-yl)-2-methylpropanamide